FC=1C=C(C=CC1)C=1C=NC(=NC1)NC=1C=C(C(=O)NC=2C=C(C=CC2)N(C(OCCCC)=O)C)C=CC1 butyl (3-(3-((5-(3-fluorophenyl)pyrimidin-2-yl)amino)benzamido)phenyl)(methyl)carbamate